ClC1=C(C=CC=C1)S(=O)(=O)N chlorobenzene-sulfonamide